C(C)(=O)OCC1=NC=CC=C1Br (3-bromopyridin-2-yl)methyl acetate